(S)-methyl (6-((2-amino-2,4-dimethylpentyl)oxy)-5-cyano-[3,4'-bipyridin]-2'-yl)carbamate N[C@](COC1=C(C=C(C=N1)C1=CC(=NC=C1)NC(OC)=O)C#N)(CC(C)C)C